3-ethoxy-4,6-difluoro-7-(3,4,5-trifluorophenyl)dibenzo[b,d]furan C(C)OC=1C=CC2=C(OC3=C2C=CC(=C3F)C3=CC(=C(C(=C3)F)F)F)C1F